C(C1=CC=CC=C1)OCCC1=CC=NC=2N1C(=NN2)SCC2=C(C=CC=C2F)Cl 5-[2-(benzyloxy)ethyl]-3-[(2-chloro-6-fluorobenzyl)sulfanyl][1,2,4]triazolo[4,3-a]pyrimidin